2-((2-chloroquinolin-6-yl)oxy)ethane-1,1-diol ClC1=NC2=CC=C(C=C2C=C1)OCC(O)O